4-(2-chlorophenyl)-1-phenylbut-3-yn-2-one ClC1=C(C=CC=C1)C#CC(CC1=CC=CC=C1)=O